[N+](=O)([O-])OCCC(C1=CC=CC=C1)C1=C(NC2=CC=CC=C12)C=1C=C(C=CC1)B(O)O (3-(3-(3-(nitrooxy)-1-phenylpropyl)-1H-indol-2-yl)phenyl)boronic acid